thiophenyl-porphyrin S1C(=CC=C1)C1=C2NC(=C1)C=C1C=CC(=N1)C=C1C=CC(N1)=CC=1C=CC(N1)=C2